6-bromoquinazolin-4-ol BrC=1C=C2C(=NC=NC2=CC1)O